2-Methoxy-3-azabicyclo[3.1.0]hex-2-ene COC=1C2CC2CN1